3-(3-Cyclopropyl-3-fluoroazetidine-1-carbonyl)-5-(2,4,5-trifluoro-3-hydroxyphenyl)isoxazole-4-carbonitrile C1(CC1)C1(CN(C1)C(=O)C1=NOC(=C1C#N)C1=C(C(=C(C(=C1)F)F)O)F)F